1-ethyl-3-[4-(trifluoromethyl)cyclohexyl]-1,3,9-triazaspiro[4.6]undecane-2,4-dione hydrochloride Cl.C(C)N1C(N(C(C12CCCNCC2)=O)C2CCC(CC2)C(F)(F)F)=O